dimethyl-1,4-dioxan-2,5-dione CC1C(OC(C(O1)=O)C)=O